4-chloro-3-(2,2-difluoro-7-azabicyclo[2.2.1]heptan-7-yl)-1H-indazole ClC1=C2C(=NNC2=CC=C1)N1C2C(CC1CC2)(F)F